S1C=NC=C1CNC(=O)[C@H]1N2C3=C(C=CC=C3C1)CC[C@@H](C2=O)NC([C@H]([C@H](CC)C)NC(COCCF)=O)=O (2S,5S)-5-{(2S,3S)-2-[2-(2-Fluoro-ethoxy)-acetylamino]-3-methyl-pentanoylamino}-4-oxo-1,2,4,5,6,7-hexahydro-azepino[3,2,1-hi]indole-2-carboxylic acid (thiazol-5-ylmethyl)-amide